ClC1=CC=C(COC2=CC(=C(C=C2)B(O)O)O)C=C1 (4-((4-chlorobenzyl)oxy)-2-hydroxyphenyl)boronic acid